CS(=O)(=O)CCC(=O)N1CC2=CC(=CC=C2CC1)OC1=CC=C(C=C1)C(F)(F)F 3-(methylsulfonyl)-1-(7-(4-(trifluoromethyl)-phenoxy)-3,4-dihydro-isoquinolin-2(1H)-yl)-propan-1-one